(4R,8R)-4,8-dimethyldecenal C[C@@H](C=CC=O)CCC[C@@H](CC)C